2-[3-(6-chloropyridin-3-yl)-6-oxo-1,6-dihydropyridazin-1-yl]-N-ethylacetamide ClC1=CC=C(C=N1)C1=NN(C(C=C1)=O)CC(=O)NCC